ClC1=C2CC[C@@]3(C2=CC=C1)CC=1N=C(N=C(C1CO3)N3CC=1N(CCC3)N=C(C1)C(=O)N(C)C)SC 5-[(7S)-4'-chloro-2-methylsulfanyl-spiro[5,8-dihydropyrano[4,3-d]pyrimidine-7,1'-indane]-4-yl]-N,N-dimethyl-4,6,7,8-tetrahydropyrazolo[1,5-a][1,4]diazepine-2-carboxamide